4-[2-(4-chloro-3-fluorophenoxy)acetamido]-2-hydroxy-N-{[4-(trifluoromethyl)phenyl]methyl}bicyclo[2.2.2]octane-1-carboxamide ClC1=C(C=C(OCC(=O)NC23CC(C(CC2)(CC3)C(=O)NCC3=CC=C(C=C3)C(F)(F)F)O)C=C1)F